4-[[1-[2-chloro-4-[[5-(2,3-difluoro-4-methoxy-phenyl)-1-methyl-imidazole-2-carbonyl]amino]benzoyl]-4-piperidinyl]sulfamoyl]piperidine-1-carboxylic acid tert-butyl ester C(C)(C)(C)OC(=O)N1CCC(CC1)S(NC1CCN(CC1)C(C1=C(C=C(C=C1)NC(=O)C=1N(C(=CN1)C1=C(C(=C(C=C1)OC)F)F)C)Cl)=O)(=O)=O